ClC1=CC=C(OC2=CC(=C(C=C2)C(CN2N=CN=C2)(C)O)C(F)(F)F)C=C1 2-[4-(4-chlorophenoxy)-2-trifluoromethylphenyl]-1-(1,2,4-triazol-1-yl)propan-2-ol